ethyl 3-hydroxy-1-(tetrahydro-2H-pyran-2-yl)-1H-pyrazole-4-carboxylate OC1=NN(C=C1C(=O)OCC)C1OCCCC1